ClC1=NC(=CC2=C1N(C=N2)C(C)C)C2=CC=C1C(=C2)N(C(C12CCN(CC2)C(=O)OC(C)(C)C)=O)C2CC(C2)N2CCCCC2 tert-butyl 6-[4-chloro-3-(propan-2-yl)-3H-imidazo[4,5-c]pyridin-6-yl]-2-oxo-1-[(1s,3s)-3-(piperidin-1-yl)cyclobutyl]-1,2-dihydrospiro[indole-3,4'-piperidine]-1'-carboxylate